6-(2-(3-chloro-2,4-difluorophenyl)-2-hydroxyacetyl)-2-(1-phenylcyclopropyl)-5,6,7,8-tetrahydropyrido[4,3-d]pyrimidin-4(3H)-one ClC=1C(=C(C=CC1F)C(C(=O)N1CC2=C(N=C(NC2=O)C2(CC2)C2=CC=CC=C2)CC1)O)F